tert-butyl N-[2-[3-[(2,6-dioxo-3-piperidyl)amino]pyrazol-1-yl]ethyl]-N-methyl-carbamate O=C1NC(CCC1NC1=NN(C=C1)CCN(C(OC(C)(C)C)=O)C)=O